C=1(C(=CC=CC1)C#N)C#N Benzene-1,2-dicarbonitrile